O=C1N(C(C=C1)=O)CC(=O)N(N(C(CN1C(C=CC1=O)=O)=O)CC(=O)O)CC(=O)O 2,2'-(1,2-bis(2-(2,5-dioxo-2,5-dihydro-1H-pyrrol-1-yl)acetyl)hydrazine-1,2-diyl)diacetic acid